FC=1C=CC(=C(C(=O)N(C(C)C)C(C)C)C1)OC=1C(=NC=NC1)N1CC2(C1)CN(C2)C(=O)[C@H]2N[C@@H]1CC([C@H]2CC1)=C 5-fluoro-2-[(4-{6-[(1S,3S,4R)-5-methylidene-2-azabicyclo[2.2.2]octane-3-carbonyl]-2,6-diazaspiro[3.3]heptane-2-yl}pyrimidin-5-yl)oxy]-N,N-di(propan-2-yl)benzamide